di(isopropyl)methyl-(n-butoxy)silane C(C)(C)[Si](OCCCC)(C)C(C)C